benzyl (2S,3R)-3-[(2-aminopyridin-4-yl)methyl]-1-{[(1R)-1-(2,2-difluoro-1,3-benzodioxol-5-yl)ethyl]carbamoyl}-4-oxoazetidine-2-carboxylate NC1=NC=CC(=C1)C[C@@H]1[C@H](N(C1=O)C(N[C@H](C)C1=CC2=C(OC(O2)(F)F)C=C1)=O)C(=O)OCC1=CC=CC=C1